CSC[Si](C)(C)C1=CC=CC=C1 methylmercaptomethyl-(phenyldimethylsilane)